COC(=O)N1CCC(CC1)C=1C=CC=C2C=C(N(C12)CC1CC1)C1=NN2C(C=CC(=C2)C(=O)N2C3CCC(C2)[C@H]3N)=C1C 4-(2-(6-((7R)-7-amino-2-azabicyclo[2.2.1]heptane-2-carbonyl)-3-methylpyrazolo[1,5-a]pyridin-2-yl)-1-(cyclopropylmethyl)-1H-indol-7-yl)piperidine-1-carboxylic acid methyl ester